[Al].P(=O)(=O)[Li] phospholithium aluminum